The molecule is a nucleoside triphosphate(4-) obtained by global deprotonation of the triphosphate OH groups of GTP; major species present at pH 7.3. It has a role as a human metabolite. It is a conjugate base of a GTP(3-). C1=NC2=C(N1[C@H]3[C@@H]([C@@H]([C@H](O3)COP(=O)([O-])OP(=O)([O-])OP(=O)([O-])[O-])O)O)N=C(NC2=O)N